2'-deoxy-2'-fluoroadenosine-3'-phosphate P(=O)(O)(O)O[C@H]1[C@H]([C@@H](O[C@@H]1CO)N1C=NC=2C(N)=NC=NC12)F